methyl (E)-4-[3-[4-(3-aminopropyl)piperazin-1-yl]propyl-methyl-amino]but-2-enoate NCCCN1CCN(CC1)CCCN(C/C=C/C(=O)OC)C